tert-butyl 4-(1-(2,6-dioxopiperidin-3-yl)-3-ethyl-2-oxo-2,3-dihydro-1H-benzo[d]imidazol-5-yl)piperidine-1-carboxylate O=C1NC(CCC1N1C(N(C2=C1C=CC(=C2)C2CCN(CC2)C(=O)OC(C)(C)C)CC)=O)=O